OC1=C(C=O)C(=CC=C1)OCC1N(CCSC1)C(C1=C(N=CC=C1)CCO)=O 2-hydroxy-6-((4-(2-(2-hydroxyethyl)nicotinoyl)-thiomorpholin-3-yl)-methoxy)benzaldehyde